ClC1=CC=C(C=C1)C1(CC(C1)N1C(OC(=N1)CN1C=NC=2N=CN(C2C1=O)C)=O)F trans-3-[3-(4-chlorophenyl)-3-fluoro-cyclobutyl]-5-[(7-methyl-6-oxo-purin-1-yl)methyl]-1,3,4-oxadiazol-2-one